tert-Butyl 3-(5-(2,2-difluoro-1-methoxyethyl)-7-(thiazol-2-yl)benzo[d]oxazol-2-yl)-3,8-diazabicyclo[3.2.1]octane-8-carboxylate FC(C(OC)C=1C=C(C2=C(N=C(O2)N2CC3CCC(C2)N3C(=O)OC(C)(C)C)C1)C=1SC=CN1)F